NC1(CCN(CC1)C([C@@H](CCCCN)NC(C(CCCCC(F)(F)F)NC([C@@H](CC1=CC=CC=C1)NC([C@@H](CC1=CC=CC=C1)N)=O)=O)=O)=O)C(=O)O 4-amino-1-[(2R)-6-amino-2-[[2-[[(2R)-2-[[(2R)-2-amino-3-phenyl-propanoyl]amino]-3-phenyl-propanoyl]amino]-7,7,7-trifluoro-heptanoyl]amino]hexanoyl]piperidine-4-carboxylic acid